(4-bromobenzyl)-5,6-dihydroxy-2-methylpyrimidine-4-carboxamide BrC1=CC=C(CNC(=O)C2=NC(=NC(=C2O)O)C)C=C1